5-(3-methyl-4-(morpholinomethyl)phenyl)-2-oxo-6-(trifluoromethyl)-1,2-dihydropyridine-3-carboxamide CC=1C=C(C=CC1CN1CCOCC1)C=1C=C(C(NC1C(F)(F)F)=O)C(=O)N